ethyl (6R)-6-[4-[3-(3,6-dihydro-2H-pyran-4-yl)-5-fluoro-2-pyridyl]piperazin-1-yl]-2-azaspiro[3.4]octane-2-carboxylate O1CCC(=CC1)C=1C(=NC=C(C1)F)N1CCN(CC1)[C@H]1CC2(CN(C2)C(=O)OCC)CC1